NC1=NC=CC(=C1C#CCC1CCN(CC1)C)OC1=C(C=C(C=C1)NC(=O)C=1C(N(C(N(C1)CC)=O)C1CCCCC1)=O)F N-(4-(2-amino-3-(3-(1-methylpiperidin-4-yl)prop-1-ynyl)pyridin-4-yloxy)-3-fluorophenyl)-3-cyclohexyl-1-ethyl-2,4-dioxo-1,2,3,4-tetrahydropyrimidine-5-carboxamide